3-fluoro-N-{4-fluoro-3-[5-(propan-2-yl)-2H-pyrazolo[3,4-b]pyridin-2-yl]phenyl}azetidine-1-carboxamide FC1CN(C1)C(=O)NC1=CC(=C(C=C1)F)N1N=C2N=CC(=CC2=C1)C(C)C